racemic-1-((((1-((3-chloro-4-fluorophenyl)carbamoyl)-2-methyl-2,4,5,6-tetrahydrocyclopenta[c]pyrrol-4-yl)carbamoyl)oxy)methyl)-3,3-difluorocyclobutane-1-carboxylic acid ClC=1C=C(C=CC1F)NC(=O)C=1N(C=C2C1CC[C@H]2NC(=O)OCC2(CC(C2)(F)F)C(=O)O)C |r|